C1(=C(C=CC=C1)N1COCN=C1C1=CC=CC=C1)C1=CC=CC=C1 3-[(1,1'-biphenyl-2-yl)]-4-phenyl-3,6-dihydro-2H-1,3,5-oxadiazine